ClC1=NC=CC=C1NC(OC(C)(C)C)=O tert-Butyl N-(2-chloropyridin-3-yl)carbamate